[N+](=O)([O-])C=1C=CC2=CC3(CC(C12)=O)CC3 nitrospiro[cyclopropane-1,5'-inden]-7'(6'H)-one